C(C=C)OC(=O)N1[C@@H](CCC1)C(=O)N[C@@H](CC(C)C)C(=O)[O-] 1-[(prop-2-en-1-yloxy)carbonyl]-L-prolyl-L-leucinate